2-(3-(2-(2-Aminoethoxy)ethoxy)propanamido)-4-(dimethylamino)-N-(4,5-dimethylthiazol-2-yl)benzamide NCCOCCOCCC(=O)NC1=C(C(=O)NC=2SC(=C(N2)C)C)C=CC(=C1)N(C)C